ClC1=NC(=CC(=C1)C=1C(=NN2C1N=C(C=C2)NC21CC(C2)(C1)O)C=1C=C(C#N)C=CC1)C 3-[3-(2-Chloro-6-methyl-4-pyridyl)-5-[(3-hydroxy-1-bicyclo[1.1.1]pentanyl)amino]pyrazolo[1,5-a]pyrimidin-2-yl]benzonitrile